The molecule is an isoquinoline alkaloid that is a dimer of 8-methoxydehydroanonaine. Isolated from the roots of Polyalthia debilis, it exhibits moderate antimalarial activity by inhibiting the growth of the malarial parasite Plasmodium falciparum. It has a role as a metabolite and an antimalarial. It is an isoquinoline alkaloid, an aromatic ether, an oxacycle, a biaryl, a member of isoquinolines and a ring assembly. It derives from a (-)-annonaine. COC1=CC=CC2=C1C(=C3C4=C2C5=C(C=C4CCN3)OCO5)C6=C7C8=C(C9=C6C(=CC=C9)OC)C1=C(C=C8CCN7)OCO1